3-{4-amino-5-[(3,3-difluoroazetidin-1-yl)methyl]pyrrolo[2,1-f][1,2,4]triazin-7-yl}-N-[(3R,4S)-1-cyclobutanecarbonyl-4-fluoropyrrolidin-3-yl]benzamide NC1=NC=NN2C1=C(C=C2C=2C=C(C(=O)N[C@@H]1CN(C[C@@H]1F)C(=O)C1CCC1)C=CC2)CN2CC(C2)(F)F